[Cl-].C(CCCCC)[N+]1(CCCC1)CC 1-Hexyl-1-ethylpyrrolidinium chlorid